1-[2-(2,6-Dioxo-3-piperidyl)-1,3-dioxo-isoindolin-5-yl]piperidine-4-carboxylic acid O=C1NC(CCC1N1C(C2=CC=C(C=C2C1=O)N1CCC(CC1)C(=O)O)=O)=O